Cl.NC=1SC2=C(N1)C=1C=C(C(=CC1C2)C=2N=NC(=CC2)N(C2CC(NC(C2)(C)C)(C)C)C)O 2-amino-6-(6-(methyl(2,2,6,6-tetramethylpiperidin-4-yl)amino)pyridazin-3-yl)-8H-indeno[1,2-d]thiazol-5-ol hydrochloride salt